OC1=CC=C(C=C1)C(C)(C)C1=CC=C(C=N1)OC1CC(C1)NC(OC(C)(C)C)=O tert-butyl ((1s,3s)-3-((6-(2-(4-Hydroxyphenyl)propan-2-yl)pyridin-3-yl)oxy)cyclobutyl)carbamate